CSC1=CC=C(C=C1)Cl 4-(methylthio)chlorobenzene